C(CCCCCCCCCCC)OS(=O)(=O)[O-] dodecylsulphate